tert-Butyl 4-(4-((4-chloro-5-phenoxypyridin-2-yl)amino)pyrido[3,2-d]pyrimidin-6-yl)piperazine-1-carboxylate ClC1=CC(=NC=C1OC1=CC=CC=C1)NC=1C2=C(N=CN1)C=CC(=N2)N2CCN(CC2)C(=O)OC(C)(C)C